C(C)(C)(C)OC(=O)NCCN1N=C2C(CN([C@@H](C2)C)C(C2=CC(=C(C=C2)Cl)C(F)(F)F)=O)=C1C(=O)OCC (R)-ethyl 2-(2-((tert-butoxycarbonyl) amino) ethyl)-5-(4-chloro-3-(trifluoromethyl) benzoyl)-6-methyl-4,5,6,7-tetrahydro-2H-pyrazolo[4,3-c]pyridine-3-carboxylate